2,4-diamino-5-nitroso-6-hydroxypyrimidine NC1=NC(=C(C(=N1)N)N=O)O